FC1=C(CN2C=NN(C2=O)C2=CC(=C(OCC=3N=C(SC3)C(=O)OCC)C=C2)F)C(=CC=C1)F Ethyl 4-((4-(4-(2,6-difluorobenzyl)-5-oxo-4,5-dihydro-1H-1,2,4-triazol-1-yl)-2-fluorophenoxy)methyl)thiazole-2-carboxylate